ClC1=C(C=C(C(=C1)[N+](=O)[O-])F)OC(F)F 1-chloro-2-(difluoromethoxy)-4-fluoro-5-nitrobenzene